para-trans-coumaroyl-tyramine C(\C=C\C1=CC=C(C=C1)O)(=O)NCCC1=CC=C(C=C1)O